C(C)(=O)C1=NC=C(C(=C1)N1C(C(=C(C=C1C)OCC1=CC=C(C=C1)OC)Cl)=O)C 2'-acetyl-3-chloro-4-[(4-methoxyphenyl)methoxy]-5',6-dimethyl-[1,4'-bipyridin]-2-one